1-((6-methylimidazo[2,1-b]thiazol-5-yl)methyl)piperidin CC=1N=C2SC=CN2C1CN1CCCCC1